C(OCC)(=S)SCC=1N=NN(C1)CC(COCCCCCCCCCCCCCC)OCCCCCCCCCCCCCC S-((1-(2,3-bis(tetradecyloxy)propyl)-1H-1,2,3-triazol-4-yl)methyl) O-ethyl carbonodithioate